C(C)(=O)OCCCCCCC=CCCCC 7-dodecen-1-yl acetate